3,5-difluoropyridine-2-carbonitrile FC=1C(=NC=C(C1)F)C#N